tert-Butyl (1S,3S,5S)-3-((6-bromo-3-methylpyridin-2-yl)carbamoyl)-2-azabicyclo[3.1.0]hexane-2-carboxylate BrC1=CC=C(C(=N1)NC(=O)[C@H]1N([C@H]2C[C@H]2C1)C(=O)OC(C)(C)C)C